NC[C@@H](C1=CC=CC=C1)N1N=CC(=C1)C1=C(C(=NC=N1)N)C1=CC=C(C=C1)Cl |r| (±)-6-[1-(2-Amino-1-phenylethyl)-1H-pyrazol-4-yl]-5-(p-chlorophenyl)-4-pyrimidinamine